1-((2S,4R)-4-((4-hydroxyphenyl)amino)-2-methyl-3,4-dihydroquinolin-1(2H)-yl)propan-1-one OC1=CC=C(C=C1)N[C@@H]1C[C@@H](N(C2=CC=CC=C12)C(CC)=O)C